(S)-5-(3-fluoro-2-methylphenyl)-1-(1-(6-ethoxy-5-methoxypyridin-2-yl)-2-(methylsulfonyl)ethyl)-1H-benzo[d]imidazol-2(3H)-one FC=1C(=C(C=CC1)C1=CC2=C(N(C(N2)=O)[C@H](CS(=O)(=O)C)C2=NC(=C(C=C2)OC)OCC)C=C1)C